N=1N(N=C2C1C=CC=C2)C2=C(C(=CC(=C2)CCC)CCCCCCCCC)O 2-(2H-benzotriazole-2-yl)-6-nonyl-4-propylphenol